ClC=1C=CC=C2C(C=C(OC12)C1=C(OCCC(=O)O)C=C(C=C1)OC(F)(F)F)=O 3-[2-(8-chloro-4-oxo-chromen-2-yl)-5-(trifluoromethoxy)phenoxy]propanoic acid